C(C)(C)(C)OC(=O)N1[C@@H](CC(C1)C1CCCC1)C(=O)OCC1=CC=CC=C1 (2S)-4-cyclopentylpyrrolidine-1,2-dicarboxylic acid 2-benzyl ester 1-(tert-butyl) ester